2-(3-fluoroazetidin-1-yl)pyrimidin-5-amine FC1CN(C1)C1=NC=C(C=N1)N